6-(3-chlorophenyl)-1,2-dihydro-4H-pyrrolo[3,2,1-ij]quinolin-4-one ClC=1C=C(C=CC1)C1=CC(N2C3=C(C=CC=C13)CC2)=O